cis-3-dodecene-1,12-dicarboxylic acid C(C\C=C/CCCCCCCCC(=O)O)C(=O)O